cis-2-(3-methylthiophenyl)cyclopentan-1-ol CSC=1C=C(C=CC1)[C@@H]1[C@@H](CCC1)O